FC(C=1C=NN(C1)[C@H]1[C@@H](CC1)C=1NC(C2=C(N1)N(N=C2C#N)[C@@H](C)C=2C=NC(=CC2)C(F)(F)F)=O)F 6-((1R,2R)-2-(4-(Difluoromethyl)-1H-pyrazol-1-yl)cyclobutyl)-4-oxo-1-((S)-1-(6-(trifluoromethyl)pyridin-3-yl)ethyl)-4,5-dihydro-1H-pyrazolo[3,4-d]pyrimidin-3-carbonitril